methyl 2-(((7-((4-cyano-2-fluorobenzyl) oxy)-1,2,3,4-tetrahydronaphthalen-2-yl) amino) methyl)-1-(((S)-oxetan-2-yl) methyl)-1H-benzo[d]imidazole-6-carboxylate C(#N)C1=CC(=C(COC2=CC=C3CCC(CC3=C2)NCC2=NC3=C(N2C[C@H]2OCC2)C=C(C=C3)C(=O)OC)C=C1)F